NC1=NC=2C=CC(=CC2C2=C1C=NN2C)C(=O)N(N2C(CCCC2)=O)CC=2N=C1N(C=C(C=C1)F)C2 4-Amino-N-[(6-fluoroimidazo[1,2-a]pyridin-2-yl)methyl]-1-methyl-N-(2-oxo-1-piperidyl)pyrazolo[4,3-c]quinoline-8-carboxamide